C(C1=CC=CC=C1)(=O)ON1C[C@H](N([C@H](C1)C(NCC1=CC=C(C=C1)C1=NC=CC=N1)=O)C(C(C)C)=O)C (3R,5R)-4-isobutyryl-3-methyl-5-((4-(pyrimidin-2-yl)benzyl)carbamoyl)piperazin-1-yl benzoate